magnesium 15-hydroxypentadecanoate OCCCCCCCCCCCCCCC(=O)[O-].[Mg+2].OCCCCCCCCCCCCCCC(=O)[O-]